N1=CN=C2NC=NC2=C1N1CCSC(=C1)C1=C(N=CO1)C 5-(4-(9H-purin-6-yl)-3,4-dihydro-2H-1,4-thiazin-6-yl)-4-methyloxazole